2,4-diphenyl-3-butyn-2-ol C1(=CC=CC=C1)C(C)(C#CC1=CC=CC=C1)O